(S)-N-(1-amino-3-(3-fluorophenyl)propan-2-yl)-3-methyl-5-(5-methyl-7-oxo-5,6,7,8-tetrahydronaphthyridin-4-yl)benzamide NCC(CC1=CC(=CC=C1)F)NC(C1=CC(=CC(=C1)C1=CC=NC=2NC(C[C@@H](C12)C)=O)C)=O